6-(4-(1-((diethylamino)methyl)cyclopropyl)phenyl)-4,7-dimethyl-2H-indazole C(C)N(CC)CC1(CC1)C1=CC=C(C=C1)C=1C=C(C2=CNN=C2C1C)C